[N+](=O)([O-])C=1C=C(C=CC1)[C@@H](CC(=O)NN)C (R)-3-(3-nitrophenyl)butanoyl-hydrazine